ClC1=CC=C(N=N1)N1[C@H]2[C@H](OCC1)CCN(C2)CC (4aR,8aR)-4-(6-chloropyridazin-3-yl)-6-ethyl-3,4a,5,7,8,8a-hexahydro-2H-pyrido[4,3-b][1,4]oxazine